C1(CC2C(CC1)O2)CCC[Si](OCCC)(OCCC)OCCC (3,4-epoxycyclohexyl)propyl-tripropoxysilane